4-(Difluoromethoxy)-3-fluoro-5-[(1Z)-1-fluoro-2-(5-methoxypyridin-3-yl)vinyl]-N-[(1S,2S,4S)-2-hydroxy-4-(trifluoromethoxy)cyclopentyl]benzamide FC(OC1=C(C=C(C(=O)N[C@@H]2[C@H](C[C@H](C2)OC(F)(F)F)O)C=C1/C(=C/C=1C=NC=C(C1)OC)/F)F)F